1-(1-bromoethyl)-2-chlorobenzene BrC(C)C1=C(C=CC=C1)Cl